(R)-4-((3-aminopiperidin-1-yl)methyl)-N-(4-(4-(2,2-difluoromorpholino)-7H-pyrrolo[2,3-d]pyrimidin-6-yl)phenyl)picolinamide N[C@H]1CN(CCC1)CC1=CC(=NC=C1)C(=O)NC1=CC=C(C=C1)C1=CC2=C(N=CN=C2N2CC(OCC2)(F)F)N1